C(C)(C)(C)OC(=O)NC1=CC(=C(N=N1)CC1(C(N(CC(C1)(F)F)C(=O)OC(C)(C)C)=O)C(=O)OC)C 1-(tert-butyl) 3-methyl 3-((6-((tert-butoxycarbonyl)amino)-4-methylpyridazin-3-yl)methyl)-5,5-difluoro-2-oxopiperidine-1,3-dicarboxylate